Cl.F[C@H]1CNCC1 (R)-3-fluoropyrrolidine-HCl